1-(tertbutyldimethylsilyloxy)-1-methoxyethene C(C)(C)(C)[Si](OC(=C)OC)(C)C